4-(3-hydroxy-3-methyl-but-1-ynyl)-2,6-dimethyl-3-(5-methyl-1,3,4-oxadiazol-2-yl)-1H-pyrrolo[2,3-c]pyridin-7-one OC(C#CC=1C2=C(C(N(C1)C)=O)NC(=C2C=2OC(=NN2)C)C)(C)C